FCCCCCCCCCC[Si](OCCC)(OCCC)OCCC fluorodecyl-(tripropoxy)silane